2-Hydroxy-5-(5-pyrimidinyl)benzaldehyde OC1=C(C=O)C=C(C=C1)C=1C=NC=NC1